N-allyl-(R)-1-naphthylethylamine C(C=C)NCCC1=CC=CC2=CC=CC=C12